ClC1=CC=2C(=C3N(CCN(C3)C(C(COCC3NCC4=CC=CC=C34)O)=O)C2N=C1)F 1-((3-(3-chloro-5-fluoro-8,9-dihydropyrido[3',2':4,5]pyrrolo[1,2-a]pyrazin-7(6H)-yl)-2-hydroxy-3-oxopropoxy)methyl)isoindolin